2-(1'-aminoethyl)bicyclo[2.2.1]heptane NC(C)C1C2CCC(C1)C2